OC=1C=CC2=C(OC(C3=C2C(=C(C(=C3)O)O)O)=O)C1O 3,4,8,9,10-Pentahydroxy-dibenzo[b,d]pyran-6-one